C(C)O[Si](C(CCN1C(NCC1)=O)CCCC)(C)C 1-[3-(ethoxydimethylsilyl)heptyl]-2-imidazolidinone